N1N=C(C2=CC=CC=C12)O 1H-indazolol